FC1=C(SC=C1)C(=O)N(C)C 3-fluoro-N,N-dimethylthiophene-2-carboxamide